5-(isoindolin-2-ylmethyl)-2-(1-(1-(methylsulfonyl)azetidin-3-yl)-1H-pyrazol-4-yl)benzonitrile C1N(CC2=CC=CC=C12)CC=1C=CC(=C(C#N)C1)C=1C=NN(C1)C1CN(C1)S(=O)(=O)C